(S)-N-(1-(3-chlorophenyl)-2-hydroxy-ethyl)-1-(2-(phenylamino)pyridin-4-yl)-1H-imidazole-4-carboxamide ClC=1C=C(C=CC1)[C@@H](CO)NC(=O)C=1N=CN(C1)C1=CC(=NC=C1)NC1=CC=CC=C1